4,3'-dihydroxy-3,4'-dimethylbiphenyl OC1=C(C=C(C=C1)C1=CC(=C(C=C1)C)O)C